(S)-(7-(3,4-dimethoxy-phenyl)pyrazolo[1,5-a]pyrimidin-2-yl)(3-methyl-4-nicotinoylpiperazin-1-yl)methanone COC=1C=C(C=CC1OC)C1=CC=NC=2N1N=C(C2)C(=O)N2C[C@@H](N(CC2)C(C2=CN=CC=C2)=O)C